C(CCCCCC)OC(=O)C1CCC(CC1)C(=O)OCCCCCCC cyclohexane-1,4-dicarboxylic acid di-n-heptyl ester